FC=1C=C(C(=O)NC=2C(=NC=3C=CN(C(C3C2)=O)C2CC2)NC2=C(C=CC=C2)C)C=C(C1)C(F)(F)F 3-Fluoro-N-(6-cyclopropyl-5-oxo-2-(o-tolylamino)-5,6-dihydro-1,6-naphthyridin-3-yl)-5-(trifluoromethyl)benzamide